C(C)(C)(C)NC([C@@H](C)N(C=1C2=C(N=C(N1)C=1C=C3C(=CN1)NN=C3)CCC2)C)=O (2R)-N-tert-butyl-2-[methyl(2-{1H-pyrazolo[3,4-c]pyridin-5-yl}-5H,6H,7H-cyclopenta[d]pyrimidin-4-yl)amino]propanamide